(R)-3-(benzyloxy)-11-(4-fluorophenyl)-8-(piperazin-1-yl)-10-(trifluoromethyl)-3,4-dihydro-2H,6H-[1,4]thiazepino[2,3,4-ij]quinazolin-6-one C(C1=CC=CC=C1)O[C@@H]1CN2C(N=C(C3=CC(=C(C(=C23)SC1)C1=CC=C(C=C1)F)C(F)(F)F)N1CCNCC1)=O